FC(CN1N=CC(=C1)C=1C=CC(=NC1C1=CC2=C(N(C(=N2)C)C)C=C1)C#N)(C)F 5-[1-(2,2-difluoropropyl)-1H-pyrazol-4-yl]-6-(1,2-dimethyl-1H-benzimidazol-5-yl)pyridine-2-carbonitrile